2-(3-((tert-Butoxycarbonyl)amino)cyclobutyl)acetic acid methyl ester COC(CC1CC(C1)NC(=O)OC(C)(C)C)=O